tert-butyl (4-(8-fluoroquinolin-2-yl)-2-methylphenyl)carbamate FC=1C=CC=C2C=CC(=NC12)C1=CC(=C(C=C1)NC(OC(C)(C)C)=O)C